C(C)(C)C1=CC=C(CN2C([C@@H](CC2)N2CCC(CC2)C2=CC=C(C=C2)NS(=O)(=O)C)=O)C=C1 (R)-N-(4-(1-(1-(4-isopropylbenzyl)-2-oxopyrrolidin-3-yl)piperidin-4-yl)phenyl)methanesulfonamide